dihydrogenphosphate-methanol CO.P(=O)(O)(O)O